CC1=NOC(=C1C=1C=C2C(=NC1)N(C=C2C2=C(C=C(C(=O)O)C=C2)OC(F)(F)F)[C@@H](C)C2=NC=CC=C2)C (S)-4-(5-(3,5-dimethylisoxazol-4-yl)-1-(1-(pyridin-2-yl)ethyl)-1H-pyrrolo[2,3-b]pyridin-3-yl)-3-(trifluoromethoxy)benzoic acid